tert-butyl (3S,6R)-6-(bis(trimethylsilyl)amino)-3-((tert-butyldimethylsilyl)oxy)-6-((3aS,4S,6S,7aR)-3a,5,5-trimethylhexahydro-4,6-methanobenzo[d][1,3,2]dioxaborol-2-yl)hexanoate C[Si](C)(C)N([C@@H](CC[C@@H](CC(=O)OC(C)(C)C)O[Si](C)(C)C(C)(C)C)B1O[C@@]2([C@H](O1)C[C@H]1C([C@@H]2C1)(C)C)C)[Si](C)(C)C